3-((2-chloropyrimidin-4-yl)(methyl)amino)cyclobutan-1-ol ClC1=NC=CC(=N1)N(C1CC(C1)O)C